CN1N=NC(=C1COC(=O)OC1=CC=C(C=C1)[N+](=O)[O-])C1=CC=C(C(=N1)C1COC1)O[C@@H]1C[C@H](CCC1)C(=O)OC methyl (1S,3S)-3-((6-(1-methyl-5-((((4-nitrophenoxy)carbonyl)oxy)methyl)-1H-1,2,3-triazol-4-yl)-2-(oxetan-3-yl)pyridin-3-yl)oxy)cyclohexane-1-carboxylate